BrC=1C=CC=2N(C3=CC=C(C=C3C2C1)Br)CCCCCC(C)C 3,6-dibromo-9-isooctyl-9H-carbazole